ClC1=CC=C(C=C1)S(=O)(=O)NC(CCCC)C#N 4-Chloro-N-(1-cyanopentyl)benzenesulfonamide